N[C@H](C=1N=C2N(N=CC(=C2)[C@@H](C)N2C(NCC(C2)(F)F)=O)C1)C1CCC(CC1)(F)F 1-((R)-1-(2-((S)-amino(4,4-difluorocyclohexyl)methyl)imidazo[1,2-b]pyridazin-7-yl)ethyl)-5,5-difluorotetrahydropyrimidin-2(1H)-one